1-Methyl-N5-(2-fluorophenyl)-N6-propyl-2-(trifluoromethyl)-imidazo[4,5-b]pyrazine-5,6-diamine CN1C(=NC=2C1=NC(=C(N2)NC2=C(C=CC=C2)F)NCCC)C(F)(F)F